C([C@@H]([C@@H]([C@H]([C@H](C=O)O)O)O)O)O (-)-mannose